CN1N=C(C=C1C1=C(N)C(=CC(=C1)F)C(C)C)C 2-(1,3-dimethyl-1H-pyrazol-5-yl)-4-fluoro-6-isopropylaniline